tert-butyl (7-oxospiro[3.5]nonan-2-yl)carbamate O=C1CCC2(CC(C2)NC(OC(C)(C)C)=O)CC1